Ethyl-(E)-3-chloro-5-(2-ethoxyvinyl)-4-methylthiophene C(C)C=1SC(=C(C1Cl)C)\C=C\OCC